CC([C@@H](C(=O)N1[C@@H](C[C@H](C1)O)C(=O)NCC1=CC=C(C=C1)C#C)NC)(C)C (2S,4R)-1-((S)-3,3-dimethyl-2-(methylamino)butanoyl)-N-(4-ethynylbenzyl)-4-hydroxypyrrolidine-2-carboxamide